FCC(C(C(C(O)(F)F)(F)F)(F)F)(F)F Nonafluoro-1-pentanol